C(C)(C)(C)[Si](OC(COC=1C=C2C=CC(=NC2=CC1)Cl)C=1N=NN(N1)CC1=CC=C(C=C1)OC)(C)C 6-(2-((tert-butyldimethyl-silyl)oxy)-2-(2-(4-methoxybenzyl)-2H-tetrazol-5-yl)ethoxy)-2-chloroquinoline